ClC1=C(C(F)(F)F)C=CC(=C1[N+](=O)[O-])Cl 2,4-dichloro-3-nitrotrifluorotoluene